(E)-4-{tert-Butoxycarbonyl-[4-(3-chloro-10,11-dihydro-5H-dibenzo[b,f]azepin-5-yl)butylamino]}but-2-enenitrile C(C)(C)(C)OC(=O)N(C/C=C/C#N)CCCCN1C2=C(CCC3=C1C=CC=C3)C=CC(=C2)Cl